(R)-(1-tritylazepan-2-yl)methanol C(C1=CC=CC=C1)(C1=CC=CC=C1)(C1=CC=CC=C1)N1[C@H](CCCCC1)CO